N-(4-chloro-3-{4-[6-(3-ethyloxetan-3-ylmethoxy)pyridin-3-yl]-6-oxo-1,6-dihydropyrimidin-2-yl}benzyl)isobutyramide ClC1=C(C=C(CNC(C(C)C)=O)C=C1)C=1NC(C=C(N1)C=1C=NC(=CC1)OCC1(COC1)CC)=O